FC(C(=O)O)(F)F.FC(C(=O)O)(F)F.FC(C(=O)O)(F)F.O=CCC(=O)O 3-oxopropanoic acid Tritrifluoroacetate